FC=1C(=CC(=NC1C)C1=NOC(=N1)C=1N=CSC1)C=1C=NC=CC1C 3-(5'-fluoro-4,6'-dimethyl-[3,4'-bipyridin]-2'-yl)-5-(thiazol-4-yl)-1,2,4-oxadiazole